(4S,5R,6R)-5-acetamido-4-amino-6-[(1R,2R)-2,3-dihydroxy-1-methoxypropyl]-5,6-dihydro-4H-pyran-2-carboxylic acid ethyl ester sulfate S(=O)(=O)(O)O.C(C)OC(=O)C=1O[C@H]([C@@H]([C@H](C1)N)NC(C)=O)[C@@H]([C@@H](CO)O)OC